{2-[(2-fluoro-4-iodophenyl)amino]thieno[2,3-b]pyridin-3-yl}-methanone FC1=C(C=CC(=C1)I)NC1=C(C=2C(=NC=CC2)S1)C=O